4-[(4S)-4-[[4-(difluoromethoxy)-2-pyridyl]oxy]-3,3-difluoro-pyrrolidin-1-yl]-6-(2,4-dimethoxypyrimidin-5-yl)-2-methyl-pyrimidine FC(OC1=CC(=NC=C1)O[C@@H]1C(CN(C1)C1=NC(=NC(=C1)C=1C(=NC(=NC1)OC)OC)C)(F)F)F